1-{2-[4-(2-piperidin-1-yl-ethylamino)-phenylamino]-pyrimidin-4-yl}-1H-indole-3-carboxamide N1(CCCCC1)CCNC1=CC=C(C=C1)NC1=NC=CC(=N1)N1C=C(C2=CC=CC=C12)C(=O)N